1-(4-bromo-2-methoxy-5-(trifluoromethyl)phenyl)propan-2-amine BrC1=CC(=C(C=C1C(F)(F)F)CC(C)N)OC